2,4-difluoro-3-(3,5-dimethyl-2,6-dioxo-4-thioxo-1,3,5-triazin-1-yl)benzoic acid FC1=C(C(=O)O)C=CC(=C1N1C(N(C(N(C1=O)C)=S)C)=O)F